ClC1=NC=NC2=CC=C(C=C12)O[C@@H]1CN(CC1)CC(=O)N1[C@@H](CCC1)C#N (S)-1-(2-((S)-3-((4-chloroquinazolin-6-yl)oxy)pyrrolidin-1-yl)acetyl)pyrrolidine-2-carbonitrile